3-Fluoro-2-(4-{2-methyl-6-oxo-7-[(S)- or (R)-1-(2-trifluoromethylphenyl)-ethyl]-2,4,6,7-tetrahydro-pyrazolo[3,4-d]pyrimidin-5-yl}-piperidin-1-yl)-benzonitrile FC=1C(=C(C#N)C=CC1)N1CCC(CC1)N1C(N(C=2C(C1)=CN(N2)C)[C@@H](C)C2=C(C=CC=C2)C(F)(F)F)=O |o1:25|